Ethyl (E)-4-((4-methoxybenzyl)oxy)but-2-enoate COC1=CC=C(COC/C=C/C(=O)OCC)C=C1